C(C)OC(CC1=CC(=C(C=C1)N1CCN(CC1)C(=O)OC(C)(C)C)F)=O Tert-butyl 4-[4-(2-ethoxy-2-oxo-ethyl)-2-fluoro-phenyl]piperazine-1-carboxylate